4,6-dihydroxyl-2-methyl-mercaptopyrimidine OC1=NC(=NC(=C1S)O)C